N-(5-cyclopropyl-2-(4-hydroxypiperidin-1-yl)phenyl)-5-(tetrahydro-2H-pyran-4-yl)furan-2-carboxamide C1(CC1)C=1C=CC(=C(C1)NC(=O)C=1OC(=CC1)C1CCOCC1)N1CCC(CC1)O